COC(C1=C(C=C(C(=C1)Cl)N)OC)=O 5-chloro-4-amino-2-methoxybenzoic acid methyl ester